tert-Butyl 2-((((9H-fluoren-9-yl)methoxy) carbonyl)(methyl)amino)-4-(2-fluoro-4-methoxyphenyl)butanoate C1=CC=CC=2C3=CC=CC=C3C(C12)COC(=O)N(C(C(=O)OC(C)(C)C)CCC1=C(C=C(C=C1)OC)F)C